2,5-dichloroaniline-4-sulfonic acid ClC1=C(N)C=C(C(=C1)S(=O)(=O)O)Cl